FC1CCN(CC1)C1=NC(=CC(=N1)C=1C=NN(C1)C1=C(C=C(C=C1)NS(=O)(=O)CCO)N1CCC2(CC2)CC1)C N-(4-(4-(2-(4-fluoropiperidin-1-yl)-6-methylpyrimidin-4-yl)-1H-pyrazol-1-yl)-3-(6-azaspiro[2.5]oct-6-yl)phenyl)-2-hydroxyethane-1-sulfonamide